FC=1C(=CC(=C(C(=O)NC2=C(C=CC=C2C(F)(F)F)C)C1)O[C@H](C(F)(F)F)C)N1N=C2COCCN2C1=O 5-fluoro-N-[2-methyl-6-(trifluoromethyl)phenyl]-4-(3-oxo-5,6-dihydro-3H-[1,2,4]triazolo[3,4-c][1,4]oxazin-2(8H)-yl)-2-{[(2S)-1,1,1-trifluoropropan-2-yl]oxy}benzamide